(S)-tert-butyl 4-((2-(2-(2-hydroxyphenyl)-6a,7,9,10-tetrahydro-5H-pyrazino[1',2':4,5]pyrazino[2,3-c]pyridazin-8(6H)-yl)ethyl)(methyl)amino)piperidine-1-carboxylate OC1=C(C=CC=C1)C=1C=C2C(=NN1)NC[C@@H]1N2CCN(C1)CCN(C1CCN(CC1)C(=O)OC(C)(C)C)C